N-(4-(4-Amino-7-(1-isobutyrylpiperidin-4-yl)pyrrolo[2,1-f][1,2,4]triazin-5-yl)phenyl)-1'-cyclopropyl-2'-methyl-4'-oxo-1',4'-dihydro-[2,3'-bipyridin] NC1=NC=NN2C1=C(C=C2C2CCN(CC2)C(C(C)C)=O)C2=CC=C(C=C2)N2C(=CC=CC2)C2=C(N(C=CC2=O)C2CC2)C